CC1=NN(C2=NC(=CN=C21)N2C[C@]1(CC2)CN(CC1)C1=NC(=NC(=C1)C(F)(F)F)C)C1COC1 (R)-3-methyl-6-(7-(2-methyl-6-(trifluoromethyl)pyrimidin-4-yl)-2,7-diazaspiro[4.4]nonan-2-yl)-1-(oxetan-3-yl)-1H-pyrazolo[3,4-b]pyrazine